7-((4-Chloro-2-fluorophenoxy)methyl)-1,2,3,4-tetrahydroisoquinoline ClC1=CC(=C(OCC2=CC=C3CCNCC3=C2)C=C1)F